C1(CC1)C=1C=CC=2N(C1)C(=CN2)C2=CC=CC(=N2)N[C@@H]2[C@H](CNCC2)F 6-(6-cyclopropylimidazo[1,2-a]pyridin-3-yl)-N-((3S,4S)-3-fluoropiperidin-4-yl)pyridin-2-amine